N,N-bis(4-(phenanthren-9-yl)phenyl)-[1,1'-biphenyl]-4-amine C1=CC=CC=2C3=CC=CC=C3C(=CC12)C1=CC=C(C=C1)N(C1=CC=C(C=C1)C1=CC=CC=C1)C1=CC=C(C=C1)C=1C2=CC=CC=C2C=2C=CC=CC2C1